ClC=1C(=NC=C(C1)[N+](=O)[O-])C(NO)=N 3-Chloro-N-hydroxy-5-nitropyridine-2-carboximidamide